C1(CC1)C1=C(C(=NO1)C1=C(C=NC=C1Cl)Cl)/C=C/C12COC(CC1)(CC2)COC=2C=C1C(=CC(=NC1=CC2)C(=O)O)C(F)(F)F (E)-6-((4-(2-(5-cyclopropyl-3-(3,5-dichloropyridin-4-yl)isoxazol-4-yl)vinyl)-2-oxabicyclo[2.2.2]oct-1-yl)methoxy)-4-(trifluoromethyl)quinoline-2-carboxylic acid